NC1=NNC(C2=C1N(C=C2[C@H]2CN(CCC2)C(C#CC)=O)C2=CC=C(C=C2)OC2=CC=CC=C2)=O (S)-7-Amino-3-(1-(but-2-ynoyl)piperidin-3-yl)-1-(4-phenoxyphenyl)-1,5-dihydro-4H-pyrrolo[2,3-d]pyridazin-4-on